C(CCC)OC(C)COC(C)COC(C)CO tri-propylene glycol monon-butyl ether